N[C@H]1[C@@H]2[C@H](N([C@H]1CO)C(=O)OC)CCC2 methyl (2R,3S,3aR,6aR)-3-amino-2-(hydroxymethyl)hexahydrocyclopenta[b]pyrrole-1(2H)-carboxylate